N-(3-bromophenylethyl)cyclopropanecarboxamide BrC=1C=C(C=CC1)CCNC(=O)C1CC1